(4-(1H-pyrazol-1-yl)piperidin-1-yl)(4-(piperidine-1-carbonyl)-6-(pyrazolo[1,5-a]pyridin-2-ylmethoxy)quinolin-2-yl)-methanone N1(N=CC=C1)C1CCN(CC1)C(=O)C1=NC2=CC=C(C=C2C(=C1)C(=O)N1CCCCC1)OCC1=NN2C(C=CC=C2)=C1